CC1=CC2C(C=C1)S2.[Ag] silver p-methylbenzene sulfide